(S)-N'-((1,2,3,5,6,7-hexahydro-s-indacen-4-yl)carbamoyl)-5',7'-dihydrospiro[cyclopropane-1,6'-pyrazolo[5,1-b][1,3]oxazine]-3'-sulfonimidamide C1CCC2=C(C=3CCCC3C=C12)NC(=O)N=[S@@](=O)(N)C=1C=NN2C1OCC1(C2)CC1